5-fluoro-N-[(4-methylpyridin-3-yl)methyl]-6-(trifluoromethoxy)-pyridine-3-carboxamide FC=1C=C(C=NC1OC(F)(F)F)C(=O)NCC=1C=NC=CC1C